ClC=1C=C(CC=2C=CC(=NC2)NC(=O)C2=NN(C(C=C2)=O)C)C=CC1 N-(5-(3-chlorobenzyl)pyridin-2-yl)-1-methyl-6-oxo-1,6-dihydropyridazine-3-carboxamide